(S)-6-Chloro-2-(2-(((5-oxopyrrolidin-2-yl)methyl)amino)ethyl)-1,2-dihydro-3H-pyrrolo[3,4-c]pyridin-3-one ClC1=CC2=C(C=N1)C(N(C2)CCNC[C@H]2NC(CC2)=O)=O